1-[(4-nitrophenyl)azo]-2-naphthol [N+](=O)([O-])C1=CC=C(C=C1)N=NC1=C(C=CC2=CC=CC=C12)O